3,5-difluoro-4-hydroxy-N-({(1r,4r)-4-[6-(2-methylpyrimidin-5-yl)-2H-indazol-2-yl]cyclohexyl}methyl)benzamide FC=1C=C(C(=O)NCC2CCC(CC2)N2N=C3C=C(C=CC3=C2)C=2C=NC(=NC2)C)C=C(C1O)F